N-(4-{[6-(5-chloro-2-fluorophenyl)-3-methylpyridazin-4-yl]amino}pyridin-2-yl)-2-(piperazin-1-yl)acetamide ClC=1C=CC(=C(C1)C1=CC(=C(N=N1)C)NC1=CC(=NC=C1)NC(CN1CCNCC1)=O)F